O1C(CCCC1)OC/C=C(/C(=O)OCC)\CC(F)(F)F ethyl (E)-4-((tetrahydro-2H-pyran-2-yl)oxy)-2-(2,2,2-trifluoroethyl)but-2-enoate